3-(5-amino-2-chloro-3-fluorobenzamido)-2,2-difluoropropionic acid ethyl ester C(C)OC(C(CNC(C1=C(C(=CC(=C1)N)F)Cl)=O)(F)F)=O